2-amino-3-methyl-N-((1R)-1-(2-pyrimidinyl)ethyl)-N-((6-((2,2,2-trifluoroethyl)amino)-3-pyridazinyl)methyl)-6-quinolinecarboxamide NC1=NC2=CC=C(C=C2C=C1C)C(=O)N(CC=1N=NC(=CC1)NCC(F)(F)F)[C@H](C)C1=NC=CC=N1